C1CNCCC12CCC(CC2)C#CC=2C=C(N=NC2N)C2=C(C=CC=C2)O 2-(5-((3-Azaspiro[5.5]undecan-9-yl)ethynyl)-6-aminopyridazin-3-yl)phenol